2-(2-(furan-2-yl)vinyl)-4,6-bis(trichloromethyl)-1,3,5-triazine O1C(=CC=C1)C=CC1=NC(=NC(=N1)C(Cl)(Cl)Cl)C(Cl)(Cl)Cl